bis-phenylhydrazine C1(=CC=CC=C1)NNC1=CC=CC=C1